ClC1=C2C=CC(=CC2=C(C=C1)NCC(=C)C#N)C1=CC=CC(=N1)C(=O)NC1CCN(CC1)C 6-{5-chloro-8-[(2-cyano-2-methylideneethyl)amino]naphthalen-2-yl}-N-(1-methylpiperidin-4-yl)pyridine-2-carboxamide